C(C)(C)N1C2=C(CCC1=O)N(C=C2)C(=O)OC(C)(C)C tert-butyl 4-isopropyl-5-oxo-4,5,6,7-tetrahydro-1H-pyrrolo[3,2-b]pyridine-1-carboxylate